2-(7-((2S,5R)-5-ethyl-2-methyl-4-(1-(quinoxalin-6-yl)ethyl)piperazin-1-yl)-4-methyl-5-oxo-4,5-dihydro-2H-pyrazolo[4,3-b]pyridin-2-yl)acetonitrile C(C)[C@H]1N(C[C@@H](N(C1)C=1C=2C(N(C(C1)=O)C)=CN(N2)CC#N)C)C(C)C=2C=C1N=CC=NC1=CC2